7-vinyl-3,4-dihydroisoquinoline-1(2H)-one C(=C)C1=CC=C2CCNC(C2=C1)=O